Acetyl-nitrosourea C(C)(=O)N(C(=O)N)N=O